C(CCCCCCCCCCCCC)OS(=O)(=O)[O-] Myristylsulfat